isobutyric acid 3-(2-(diallylamino) ethyl)-1H-indol-6-yl ester C(C=C)N(CCC1=CNC2=CC(=CC=C12)OC(C(C)C)=O)CC=C